N-(1-methylpiperidin-4-yl)-N-(1,2,3,4-tetrahydroisoquinolin-7-yl)acrylamide TFA salt OC(=O)C(F)(F)F.CN1CCC(CC1)N(C(C=C)=O)C1=CC=C2CCNCC2=C1